N-(4-Amino-1H-pyrazolo[4,3-c]pyridin-7-yl)-2-oxo-2-[rac-(2R)-2-[3-(diethylamino)phenyl]-1-piperidyl]acetamide NC1=NC=C(C2=C1C=NN2)NC(C(N2[C@H](CCCC2)C2=CC(=CC=C2)N(CC)CC)=O)=O |r|